ClC=1C=C2C(=CC(=NC2=CC1)C(F)(F)F)N[C@@H]1C[C@@H](CCC1)NC(=O)C1=CC(=NN1CC)C N-[(1R,3S)-3-{[6-chloro-2-(trifluoromethyl)quinolin-4-yl]amino}cyclohexyl]-1-ethyl-3-methyl-1H-pyrazole-5-carboxamide